5-cyclopentyl-4-hydroxy-2-methylbenzoic acid, sodium salt [Na+].C1(CCCC1)C=1C(=CC(=C(C(=O)[O-])C1)C)O